ditridecyl thiodipropionate (ditridecylthiodipropionate) C(CCCCCCCCCCCC)C(C(=O)O)(CSCCC(=O)O)CCCCCCCCCCCCC.S(CCC(=O)OCCCCCCCCCCCCC)CCC(=O)OCCCCCCCCCCCCC